ClC1=CC=C(C=C1)C1=C(NC(N1CC(C(F)(F)F)=O)=O)C 5-(4-chlorophenyl)-4-methyl-1-(3,3,3-trifluoro-2-oxopropyl)-1,3-dihydro-2H-imidazol-2-one